NCC(CN1N=C2N(C=CC(=C2)C2=CC=C(C=C2)N2CCNCC2)C1=O)=C(F)F 2-[2-(aminomethyl)-3,3-difluoro-allyl]-7-(4-piperazin-1-ylphenyl)-[1,2,4]triazolo[4,3-a]pyridin-3-one